(R)-N-(2-cyclopropyl-3-(3,4-difluorophenyl)propyl)-1-methyl-5-oxo-4,5-dihydro-1H-1,2,4-triazole-3-carboxamide C1(CC1)[C@H](CNC(=O)C1=NN(C(N1)=O)C)CC1=CC(=C(C=C1)F)F